C1(CC1)CN1N=CC(=C1C)B1OC(C(O1)(C)C)(C)C 1-(cyclopropylmethyl)-5-methyl-4-(4,4,5,5-tetramethyl-1,3,2-dioxaborolan-2-yl)pyrazole